BrC(C(=O)O)(Br)Br.C(CCCCCCCCCCCCCCC)(=O)NC1=NC(N(C=C1)[C@H]1[C@H]([C@H](O)[C@H](O1)CO)C#N)=O N4-palmitoyl-1-(2-C-cyano-2-deoxy-beta-D-arabino-pentofuranosyl)cytosine 2,2,2-tribromoacetate